CNC1=C(C=C(C=C1)S(=O)(=O)C)N1C=NC(=C1)C1=C(C=C(C=C1)C(F)(F)F)O 2-(1-(2-(methylamino)-5-(methylsulfonyl)phenyl)-1H-imidazol-4-yl)-5-(trifluoromethyl)phenol